2,4-difluoro-N-(2-methoxy-5-(4-(piperazine-1-yl)quinazolin-6-yl)pyridin-3-yl)benzenesulfonamide FC1=C(C=CC(=C1)F)S(=O)(=O)NC=1C(=NC=C(C1)C=1C=C2C(=NC=NC2=CC1)N1CCNCC1)OC